NC1CC2(CC(C2)NC(OC(C)(C)C)=O)C1 tert-butyl (6-aminospiro[3.3]heptan-2-yl)carbamate